N-(3-((3,5-dimethyl-4-oxo-3,4-dihydroquinazolin-6-yl)oxy)-2,5-difluorophenyl)-N-(propylsulfonyl)propane-1-sulfonamide CN1C=NC2=CC=C(C(=C2C1=O)C)OC=1C(=C(C=C(C1)F)N(S(=O)(=O)CCC)S(=O)(=O)CCC)F